C(CCCCCCCCCCCCCCC)[Si](OC)(C)C hexadecyl-dimethyl-methoxysilane